(2R,4R)-1-(tert-butoxycarbonyl)-4-(m-tolyl)pyrrolidine-2-carboxylic acid C(C)(C)(C)OC(=O)N1[C@H](C[C@@H](C1)C=1C=C(C=CC1)C)C(=O)O